C(C1=CC=CC=C1)OC=1C(C(=CN2N3[C@@H](C[C@H]([C@@H](N(C(C21)=O)C3)C)C(F)F)C)C(=O)NCC3=C(C=C(C=C3F)F)F)=O (1S,2R,4R,5S)-8-(benzyloxy)-4-(difluoromethyl)-2,5-dimethyl-7,9-dioxo-N-(2,4,6-trifluorobenzyl)-2,3,4,5,7,9-hexahydro-1,6-methanopyrido[1,2-b][1,2,5]triazonine-10-carboxamide